BrC1=CC=C(C=C1)C#CC(CC=C)(O)[Si](C)(C)C(C)(C)C 6-p-bromophenyl-4-(tert-butyldimethylsilyl)-1-hexene-5-yne-4-ol